tetrahydro-1,4-benzoxazepine-4-carboxylate O1CCN(CC2C1=CC=CC2)C(=O)[O-]